FC1=C(C=CC=C1)/C=C/C(C)=O (E)-4-(2-fluorophenyl)but-3-en-2-one